N-(1,3-benzodioxol-5-yl)-2-{[5-(4-methylphenyl)[1,3]thiazolo[2,3-c][1,2,4]triazol-3-yl]sulfanyl}acetamide O1COC2=C1C=CC(=C2)NC(CSC=2N1C(=NN2)SC=C1C1=CC=C(C=C1)C)=O